N-(2-(3-Chloro-1-(((S)-oxetan-2-yl)methyl)-1H-pyrazol-4-yl)pyrimidin-4-yl)-5-isopropyl-8-((2R,3S)-2-methyl-3-((methanesulfonyl)methyl)azetidin-1-yl)isoquinolin-3-amine ClC1=NN(C=C1C1=NC=CC(=N1)NC=1N=CC2=C(C=CC(=C2C1)C(C)C)N1[C@@H]([C@H](C1)CS(=O)(=O)C)C)C[C@H]1OCC1